OC(COCCCN1C=NC=C1)C[Si](OCC)(OCC)OCC 1-(2-hydroxy-3-triethoxysilylpropoxypropyl)-imidazole